1-(2-((4-amino-5-(7-methoxy-5-methylbenzothien-2-yl)-7H-pyrrolo[2,3-d]pyrimidin-7-yl)methyl)pyrrolidin-1-yl)prop-2-en-1-one NC=1C2=C(N=CN1)N(C=C2C=2SC1=C(C2)C=C(C=C1OC)C)CC1N(CCC1)C(C=C)=O